[2-(4-Nitro-phenyl)-3H-benzimidazol-5-yl]-phenyl-methanone [N+](=O)([O-])C1=CC=C(C=C1)C=1NC2=C(N1)C=CC(=C2)C(=O)C2=CC=CC=C2